C1(CC1)NC(=O)C1=C(C=C(C=C1)CC=1C=C(C2=C(CCO2)C1C)C(=O)N[C@H]1CCOC[C@@H]1O)F 1,5-anhydro-3-[(5-{[4-(cyclopropylcarbamoyl)-3-fluorophenyl]methyl}-4-methyl-2,3-dihydro-1-benzofuran-7-carbonyl)amino]-2,3-dideoxy-L-threo-pentitol